N1(CC1)CCOC1=CC2=C(OC[C@@H](C(N2C)=O)NC(=O)N2N=CC(=C2)CC2=CC(=CC=C2)F)C=C1 (S)-N-(7-(2-(aziridin-1-yl)ethoxy)-5-methyl-4-oxo-2,3,4,5-tetrahydrobenzo[b][1,4]oxazepin-3-yl)-4-(3-fluorobenzyl)-1H-pyrazole-1-carboxamide